NC1=C(OC2=C1C(=CC=C2)Cl)C(=O)C2=CC=CC=C2 (3-amino-4-chloro-2-benzofuranyl)phenylmethanone